2-[(6-fluorobiphenyl-3-yl)amino]-4-{[(1S)-2-hydroxy-1-phenylethyl]-amino}-N-(propan-2-yl)pyrimidine-5-carboxamide FC1=CC=C(C=C1C1=CC=CC=C1)NC1=NC=C(C(=N1)N[C@H](CO)C1=CC=CC=C1)C(=O)NC(C)C